3'-oxo-N-phenyltetrahydro-3'H-spiro[piperidine-4,2'-pyrrolo(2,1-b)oxazole] O=C1N2C(OC13CCN(CC3)C3=CC=CC=C3)CCC2